C(N)(=O)C=1N=NC(=CC1NC1=CC=C(C=C1)CC(=O)O)C1=C(C=CC=C1F)Cl (4-((3-carbamoyl-6-(2-chloro-6-fluorophenyl)pyridazin-4-yl)amino)phenyl)acetic acid